Cl.BrC1=CC=C(CNC(=NC2=NC(=CC(=N2)C2=CC=C(C=C2)OC)C2=C(C=CC=C2)[N+](=O)[O-])N)C=C1 1-(4-bromobenzyl)-2-(4-(4-methoxyphenyl)-6-(2-nitrophenyl)pyrimidin-2-yl)guanidine hydrochloride